1,3-bisBromopropane BrCCCBr